2-((1-(6-methyl-2-(1-methyl-2-oxo-1,2-dihydropyridin-4-yl)-4-oxo-4H-chromen-8-yl)ethyl)amino)benzoic acid CC=1C=C2C(C=C(OC2=C(C1)C(C)NC1=C(C(=O)O)C=CC=C1)C1=CC(N(C=C1)C)=O)=O